C(C)NC(=N)N1CCNCC1 N-ethylpiperazine-1-carboximidamide